COC1=CC(=C(CO)C=C1)OCC1=CC(=C(C(=C1)OCCCCCCCCCCCCCCCCCC)OCCCCCCCCCCCCCCCCCC)OCCCCCCCCCCCCCCCCCC 4-methoxy-2-[3',4',5'-tri(octadecyloxy)benzyloxy]benzyl alcohol